N,N-diethylpropan-1-amine C(C)N(CCC)CC